o-tert-octylphenol C(C)(C)(CC(C)(C)C)C1=C(C=CC=C1)O